dimethylammonio-2-hydroxypropanesulfonate C[NH+](C)C(C(C)O)S(=O)(=O)[O-]